N,N-dihydroxyethyl-2-amino-propionic acid ON(C(C(=O)O)(C)CC)O